8-Cycloheptyl-2-((2-methoxy-4-(4-methylpiperazin-1-yl)phenyl)amino)-6-methylpyrido[2,3-d]pyrimidine-7(8H)-one C1(CCCCCC1)N1C(C(=CC2=C1N=C(N=C2)NC2=C(C=C(C=C2)N2CCN(CC2)C)OC)C)=O